(S)-quinuclidin-3-yl (6-(2,4-difluorophenyl)-1,2,3,4-tetrahydronaphthalen-1-yl)carbamate FC1=C(C=CC(=C1)F)C=1C=C2CCCC(C2=CC1)NC(O[C@@H]1CN2CCC1CC2)=O